C1(CC1)C1=C(C(=NO1)C1=C(C=CC=C1Cl)Cl)CO[C@H]1[C@@H]2CN([C@H](C1)C2)C=2C=C1CCNC(C1=CC2)=O 6-[(1S,4S,5R)-5-{[5-cyclopropyl-3-(2,6-dichlorophenyl)-1,2-oxazol-4-yl]methoxy}-2-azabicyclo[2.2.1]heptan-2-yl]-1,2,3,4-tetrahydroisoquinolin-1-one